3-(5-((3-(4-((4'-chloro-4,4-difluoro-3,4,5,6-tetrahydro-[1,1'-biphenyl]-2-yl)methyl)piperazin-1-yl)propyl)thio)-2-methyl-4-oxoquinazolin-3(4H)-yl)piperidine-2,6-dione ClC1=CC=C(C=C1)C1=C(CC(CC1)(F)F)CN1CCN(CC1)CCCSC1=C2C(N(C(=NC2=CC=C1)C)C1C(NC(CC1)=O)=O)=O